5-Chloro-pyrazine-2-carboxylic acid [5-(1-methyl-2-oxo-1,2,3,4-tetrahydro-quinolin-6-yl)-pyridin-3-ylmethyl]-amide CN1C(CCC2=CC(=CC=C12)C=1C=C(C=NC1)CNC(=O)C1=NC=C(N=C1)Cl)=O